CN1N=NC2=C1C=CC(=C2C)C(CC(=O)N2C(OC[C@@H]2C2=CC=CC=C2)=O)C2=CC(=C(C=C2)C)COCC2=CC=C(C=C2)OC (S)-(3-(1,4-dimethyl-1H-benzo[d][1,2,3]triazol-5-yl)-3-(3-(((4-methoxy-benzyl)oxy)methyl)-4-methylphenyl)propionyl)-4-phenyloxazolidin-2-one